C(C1=CC=CC=C1)O[C@H](C=O)[C@@H](O)[C@H](O)[C@H](O)CO O-benzyl-D-mannose